COC(=O)C1=C(C=NC=C1)NC[C@@H]1CCC2=CC(=CC=C12)N(C1=CC=CC=C1)C 3-({[(1R)-5-[methyl-(phenyl)amino]-2,3-dihydro-1H-inden-1-yl]methyl}amino)pyridine-4-carboxylic acid methyl ester